3-[[4-(1-amino-1-methyl-ethyl)phenyl]methyl]-2-butyl-4-isopropoxy-imidazo[4,5-d]pyridazin-7-amine NC(C)(C)C1=CC=C(C=C1)CN1C(=NC2=C(N=NC(=C21)OC(C)C)N)CCCC